CC1=NC(=CC=C1N1CCN(CC1)CC=1C=C2NC(C=3N(C2=CC1)N=C(C3)Cl)=O)C(NC)=O 7-((4-(2-methyl-6-(methylcarbamoyl)pyridin-3-yl)piperazin-1-yl)methyl)-2-chloropyrazolo[1,5-a]quinoxalin-4(5H)-one